tert-Butyl((S)-1-((S)-2-((4-(hydroxymethyl)phenyl)carbamoyl)pyrrolidin-1-yl)-3-methyl-1-oxo Butane-2-yl) carbamate C(N)(O[C@H](C(=O)N1[C@@H](CCC1)C(NC1=CC=C(C=C1)CO)=O)C(CC(C)(C)C)C)=O